ClC1=C(C=C(C=C1)C1(OC(C(C(C1O)O)O)CO)OC)CC1=CC=C(C=C1)OCC 2-(4-chloro-3-(4-ethoxybenzyl)phenyl)-6-(hydroxymethyl)-2-methoxytetrahydro-2H-pyran-3,4,5-triol